4'-nitroacetoacetanilide [N+](=O)([O-])C1=CC=C(NC(CC(=O)C)=O)C=C1